1-tetradecanethiol C(CCCCCCCCCCCCC)S